BrCC\C=C/CCCCCCCC(OCCCCCC)OCCCCCC (3Z)-1-bromo-12,12-dihexyloxy-3-dodecene